NCCCNC(C1=C(C=C(C=C1)NC=1C=2N(C=CN1)C(=CN2)C2=C(C(=C(C=C2)OCC#N)F)F)CC)=O N-(3-aminopropyl)-4-[[3-[4-(cyanomethoxy)-2,3-difluorophenyl]imidazo[1,2-a]pyrazin-8-yl]amino]-2-ethylbenzamide